3-(4-bromophenyl)-5-chloro-1-cyclopentyl-pyrazole-4-carbaldehyde BrC1=CC=C(C=C1)C1=NN(C(=C1C=O)Cl)C1CCCC1